FC=1C=CC(=NC1)NC(=O)C=1C(N(C2=CC=C(C=C2C1)NCCO)C)=O N-(5-Fluoro-2-pyridyl)-6-(2-hydroxyethylamino)-1-methyl-2-oxo-quinoline-3-carboxamide